O=C1C[C@@H]([C@H](OC1C(F)(F)F)C1=C(C=C(C(=C1)F)F)F)NC(OC(C)(C)C)=O tert-butyl ((2R,3S)-5-oxo-6-(trifluoromethyl)-2-(2,4,5-trifluorophenyl)tetrahydro-2H-pyran-3-yl)carbamate